4-hydroxyl-3,5-dimethoxy-phenethylamine OC1=C(C=C(CCN)C=C1OC)OC